C1(=CC=C(C=C1)C1=NC(=NC(=N1)C1=CC=CC=C1)C1=CC(=CC=C1)C1=CC=2C3(C4=CC=CC=C4C2C=C1)CCCC3)C3=CC=CC=C3 2-([1,1'-biphenyl]-4-yl)-4-phenyl-6-(3-(spiro[cyclopentane-1,9'-fluoren]-2'-yl)phenyl)-1,3,5-triazine